NC=1SC2=C(N1)C(=CC=C2F)C2=C(C=C1C(=NC(=NC1=C2F)OC[C@H]2N(C[C@@H](C2)F)C)N2CCNC(CC2)=O)Cl 1-(7-(2-amino-7-fluorobenzo[d]thiazol-4-yl)-6-chloro-8-fluoro-2-(((2S,4R)-4-fluoro-1-methylpyrrolidin-2-yl)methoxy)quinazolin-4-yl)-1,4-diazepan-5-one